NC1=CC(=C(C=C1)C1=C(C=C(C=C1)N)CC)CC 4,4'-diamino-2,2'-diethylbiphenyl